[2-[6-[[5-(3-fluoro-2-pyridyl)thiazol-2-yl]amino]imidazo[4,5-c]pyridin-1-yl]ethyl]carbamate FC=1C(=NC=CC1)C1=CN=C(S1)NC1=CC2=C(C=N1)N=CN2CCNC([O-])=O